C1(CCCCC1)C1=C(C=C(C=C1)C1=NC(=NO1)C1=CC(=C(C=O)C=C1)C)C(F)(F)F 4-(5-(4-cyclohexyl-3-(trifluoromethyl)phenyl)-1,2,4-oxadiazol-3-yl)-2-methylbenzaldehyde